8-chloro-5-hydroxyimidazo[1,2-a]quinoline-4-carbonitrile ClC1=CC=C2C(=C(C=3N(C2=C1)C=CN3)C#N)O